ClC=1C=C(C(=O)NC23CC(C2)(C3)[C@H](C(=O)OC)C)C=CC1Cl Methyl (R)-2-(3-(3,4-dichlorobenzamido)bicyclo[1.1.1]pentan-1-yl)propanoate